5-[(1R)-1-(3,5-dichloro-4-pyridyl)ethoxy]-3-[1-(1-isopropylazetidin-3-yl)pyrazol-4-yl]-1H-indazole ClC=1C=NC=C(C1[C@@H](C)OC=1C=C2C(=NNC2=CC1)C=1C=NN(C1)C1CN(C1)C(C)C)Cl